(1-(1-(4-chlorophenyl)ethyl)-2-methyl-6-(6-methyl-7-oxo-6,7-dihydro-1H-pyrrolo[2,3-c]pyridin-4-yl)-1H-benzo[d]imidazol-4-yl)ethylsulfonamide ClC1=CC=C(C=C1)C(C)N1C(=NC2=C1C=C(C=C2CCS(=O)(=O)N)C=2C1=C(C(N(C2)C)=O)NC=C1)C